COC(C1=C(C(=C(C(=C1)F)I)Cl)F)=O.C(C=C)O[Si](C1=CC=CC=C1)(C1=CC=CC=C1)C(C)(C)C allyloxytert-butyldiphenylsilane methyl-3-chloro-2,5-difluoro-4-iodo-benzoate